2-hydroxy-3-(propylcarbamoyl)benzoic acid OC1=C(C(=O)O)C=CC=C1C(NCCC)=O